F[C@@H]1CN(CC[C@@H]1F)C1=CN(C2=C1N=C(N=C2)SCC=2C=C(C=CC2)CC(=O)O)C(C)C dl-2-(3-(((7-((cis)-3,4-difluoropiperidin-1-yl)-5-isopropyl-5H-pyrrolo[3,2-d]pyrimidin-2-yl)thio)methyl)phenyl)acetic acid